(1,1,1-trifluoro-2-propyl)-methyldimethoxysilane FC(C(C)[Si](OC)(OC)C)(F)F